N-(1-(4,4-difluorocyclohexyl)-5-methyl-6-oxo-1,6-dihydropyridin-3-yl)-4-((2-hydroxyethyl)sulphonamido)-2-(6-azaspiro[2.5]oct-6-yl)benzamide FC1(CCC(CC1)N1C=C(C=C(C1=O)C)NC(C1=C(C=C(C=C1)NS(=O)(=O)CCO)N1CCC2(CC2)CC1)=O)F